C1=C(C=CC2=CC=CC=C12)C=1C=C(C=C(C1OCCOC1=C(C2=CC=CC=C2C=C1)C1=C(C=CC2=CC=CC=C12)OCCO)C1=CC2=CC=CC=C2C=C1)C1=CC(=C(C(=C1)C1=CC2=CC=CC=C2C=C1)OCCOC1=C(C2=CC=CC=C2C=C1)C1=C(C=CC2=CC=CC=C12)OCCO)C1=CC2=CC=CC=C2C=C1 2,2'-{[3,3',5,5'-tetra(naphthalen-2-yl)[1,1'-biphenyl]-4,4'-diyl]bis(oxyethane-2,1-diyloxy[1,1'-binaphthalene]-2',2-diyloxy)}di(ethan-1-ol)